dichloromethane-carboxylic acid ClC(C(=O)O)Cl